C(C)OC(CCNC(=O)C1=CC(=NN1[C@@H](C)C1=CC=CC=C1)C(=O)NC)OCC (S)-N5-(3,3-diethoxypropyl)-N3-methyl-1-(1-phenylethyl)-1H-pyrazole-3,5-dicarboxamide